FC([C@H](C1=CN(C2=CC(=CC=C12)C1=NC=C(C=C1C(F)(F)F)F)CC(C)(C)C)N[S@@](=O)C(C)(C)C)F (S)-N-((S)-2,2-difluoro-1-(6-(5-fluoro-3-(trifluoromethyl)pyridin-2-yl)-1-neopentyl-1H-indol-3-yl)ethyl)-2-methylpropane-2-sulfinamide